C(#N)C1=CC(=C(CN2C=CC=3C2=NC(=CC3)N3CCN(CC3)CC3=NC2=C(N3C[C@H]3OCC3)C=C(C=C2)C(=O)O)C=C1)F (S)-2-((4-(1-(4-cyano-2-fluorobenzyl)-1H-pyrrolo[2,3-b]pyridin-6-yl)piperazin-1-yl)methyl)-1-(oxetan-2-ylmethyl)-1H-benzo[d]imidazole-6-carboxylic acid